OCC[C@H](CCC)NC=1C2=C(N=C(N1)NC(OC)=O)C=NN2CC=2C=CC=C1C=CC=NC21 methyl (S)-(7-((1-hydroxy-hexan-3-yl)amino)-1-(quinolin-8-ylmethyl)-1H-pyrazolo[4,3-d]pyrimidin-5-yl)carbamate